C(OCC)(=O)OC(=O)OCC di-ethyl pyrocarbonate